CCOCCCCCCOC1=CC=C2C(=CC(OC2=C1)=O)C=O 7-(2-ethoxy)hexyloxycoumarin-4-carbaldehyde